OC[C@H](C=1C=C(C=CC1)C)C(C(=O)N)C ((S)-2-hydroxy-1-(M-tolyl)ethyl)propanamide